1,3-dichloro-1,1,3,3-tetrafluoroacetone hydrate O.ClC(C(=O)C(F)(F)Cl)(F)F